7-(5-(5-(trans-2-(2-hydroxypropan-2-yl)cyclopropyl)-1,3,4-thiadiazol-2-yl)-4-(isopropylamino)pyridin-2-yl)pyrrolo[1,2-b]pyridazine-3-carbonitrile OC(C)(C)[C@H]1[C@@H](C1)C1=NN=C(S1)C=1C(=CC(=NC1)C1=CC=C2N1N=CC(=C2)C#N)NC(C)C